C(C)(C)(C)C1=C(C=CC=C1)[N+]#[C-] tert-butylphenyl isonitrile